C(C)C=1C=C(C=CC1O)N1C(N(C(C1(C)C)=O)C=1C=C(C(=NC1)C#N)C(F)(F)F)=S 5-[3-(3-ethyl-4-hydroxy-phenyl)-4,4-dimethyl-5-oxo-2-thioxo-imidazolidin-1-yl]-3-(trifluoromethyl)pyridine-2-carbonitrile